{5H,6H,7H-cyclopenta[b]pyridin-7-yl}-6-methyl-4-[(1-methylcyclopropyl)amino]furo[2,3-d]pyrimidine-5-carboxamide N1=C2C(=CC=C1)CCC2C=2N=C(C1=C(N2)OC(=C1C(=O)N)C)NC1(CC1)C